7-((2-chloro-5,5-dioxido-7,8-dihydro-6H-thiopyrano[3,2-d]pyrimidin-4-yl)amino)-2-methyl-1,4-dihydroisoquinolin-3(2H)-one ClC=1N=C(C2=C(N1)CCCS2(=O)=O)NC2=CC=C1CC(N(CC1=C2)C)=O